NC=1C=C(C(=O)NCC(=O)NC[C@@H](C(=O)OC)NC(C2=C(C=CC=C2C)Cl)=O)C=CC1 (S)-methyl 3-(2-(3-aminobenzamido)acetamido)-2-(2-chloro-6-methylbenzamido)propanoate